tert-butyl 7-nitro-2,3-dihydro-4H-benzo[b][1,4]oxazine-4-carboxylate [N+](=O)([O-])C=1C=CC2=C(OCCN2C(=O)OC(C)(C)C)C1